2-dodecenal C(C=CCCCCCCCCC)=O